1-(4-(((tetrahydro-2H-pyran-2-yl)oxy)methyl)-2-oxabicyclo[2.2.2]oct-1-yl)ethan-1-ol O1C(CCCC1)OCC12COC(CC1)(CC2)C(C)O